3-(methoxycarbonyl)-2-methylpyridine COC(=O)C=1C(=NC=CC1)C